5-[1-(methoxycarbonyl)cyclopropyl]pyrimidin COC(=O)C1(CC1)C=1C=NC=NC1